C[Si]1(CN(C(C1)C(=O)OC)C(=O)OC(C)(C)C)C 1-(tert-butyl) 5-methyl 3,3-dimethyl-1,3-azasilolidine-1,5-dicarboxylate